(2R)-2-amino-1-[2-(1,3-benzothiazole-6-sulfonyl)-2H,4H,5H,6H-pyrrolo[3,4-c]pyrazol-5-yl]-2-(3-methylphenyl)ethan-1-one N[C@@H](C(=O)N1CC2=NN(C=C2C1)S(=O)(=O)C1=CC2=C(N=CS2)C=C1)C1=CC(=CC=C1)C